FC=1C=2N(C=C(C1)NC1=NC=CC3=CC(=CC(=C13)C(F)(F)F)N1CCN(CC1)C(=O)OC(C)(C)C)C=C(N2)C tert-butyl 4-[1-[(8-fluoro-2-methyl-imidazo[1,2-a]pyridin-6-yl)amino]-8-(trifluoromethyl)-6-isoquinolyl]piperazine-1-carboxylate